CC1=NC(=NC(=C1)C)NC(=S)N 1-(4,6-dimethylpyrimidin-2-yl)thiourea